FC=1C=C(C=C(C1C1=CN=C(N1C)CN1CCCC1)F)O 3,5-difluoro-4-(1-methyl-2-(pyrrolidin-1-ylmethyl)-1H-imidazol-5-yl)phenol